O(C)C([N-]CCCC)C=1SC(=CC1)C1=NOC(=N1)C(F)(F)F N-(methoxyl{5-[5-(trifluoromethyl)-1,2,4-oxadiazol-3-yl]thiophen-2-yl}methyl)butylamide